C(C)(C)(C)OC(=O)N1C[C@H]2CC[C@@H](C1)N2C2=NC(=NC(=C2[N+](=O)[O-])CC2(CCCC1=CC=CC=C21)C(=O)OC)Cl (1R,5S)-8-(2-chloro-6-((1-(methoxycarbonyl)-1,2,3,4-tetrahydronaphthalen-1-yl)methyl)-5-nitropyrimidin-4-yl)-3,8-diazabicyclo[3.2.1]octane-3-carboxylic acid tert-butyl ester